bis(2,2,3,3,3-pentafluoropropyl) carbonate C(OCC(C(F)(F)F)(F)F)(OCC(C(F)(F)F)(F)F)=O